(+/-)-2-((8-amino-7-fluoro-6-(8-fluoro-4-methyl-5,6,7,8-tetrahydro-1,5-naphthyridin-3-yl)isoquinolin-3-yl)amino)-6-methyl-5,6-dihydro-4H-pyrazolo[1,5-d][1,4]diazepin-7(8H)-one NC=1C(=C(C=C2C=C(N=CC12)NC1=NN2CC(N(CCC2=C1)C)=O)C=1C=NC=2[C@@H](CCNC2C1C)F)F |r|